1-(1-(Piperidin-4-yl)-1H-pyrazolo[4,3-c]pyridin-4-yl)dihydropyrimidine-2,4(1H,3H)-dione dihydrochloride Cl.Cl.N1CCC(CC1)N1N=CC=2C(=NC=CC21)N2C(NC(CC2)=O)=O